(S)-N-(3-bromo-2-fluorophenyl)-7-(((1S,4S)-5-methyl-2,5-diazabicyclo[2.2.1]heptan-2-yl)methyl)-7,8-dihydro-[1,4]dioxino[2,3-g]quinazolin-4-amine BrC=1C(=C(C=CC1)NC1=NC=NC2=CC3=C(C=C12)O[C@H](CO3)CN3[C@@H]1CN([C@H](C3)C1)C)F